2-hydroxy-6-(1-methoxyimino-ethyl)-benzoic acid methyl ester COC(C1=C(C=CC=C1C(C)=NOC)O)=O